ClC1=CC=2OCCNC2C=N1 7-chloro-2H,3H,4H-pyrido[4,3-b][1,4]oxazine